C12(CC3CC(CC(C1)C3)C2)CNC(=O)C=2C=NC(=C(C2)C2=CC(=CC=C2)F)OC2=CC=C(C=C2)C(F)(F)F N-[(adamantan-1-yl)methyl]-5-(3-fluorophenyl)-6-[4-(trifluoromethyl)phenoxy]pyridine-3-carboxamide